imidazo[1,2-a]pyrimido[5,4-e]pyrimidin-5(6H)-one N1=CN=CC=2C(NC=3N(C21)C=CN3)=O